COC1=C(C=CC(=C1)C(F)(F)F)C1=C2C(=CN=N1)C=NC=C2 1-[2-methoxy-4-(trifluoromethyl)phenyl]pyrido[3,4-d]pyridazin